[Cu].[I-].FC(C[NH3+])(F)F (trifluoroethyl)ammonium iodide copper